Cl.N1(C=NC=C1)C1=NC(=CC(=N1)C(=O)NC1CCNCC1)C(F)(F)F 2-(1H-imidazol-1-yl)-N-(piperidin-4-yl)-6-(trifluoromethyl)pyrimidine-4-carboxamide hydrochloride